N-methyl-N-{2-[(4-{3-[3-(trifluoromethoxy)phenyl]-1H-pyrrolo[3,2-b]pyridin-2-yl}pyridin-3-yl)oxy]ethyl}ethenesulfonamide CN(S(=O)(=O)C=C)CCOC=1C=NC=CC1C1=C(C2=NC=CC=C2N1)C1=CC(=CC=C1)OC(F)(F)F